COC=1C=C2C(=NC1)NC=C2\C=C\[N+](=O)[O-] (E)-5-methoxy-3-(2-nitrovinyl)-1H-pyrrolo[2,3-b]pyridine